(3R)-tetrahydro-1H-pyrrole-3-carboxylic acid methyl ester hydrochloride Cl.COC(=O)[C@H]1CNCC1